COC=1C=C2C(=CC(=NC2=CC1)NC1=CC=C(C=C1)N1CCN(CC1)C)C(F)(F)F 6-methoxy-N-(4-(4-methylpiperazin-1-yl)phenyl)-4-trifluoromethylquinolin-2-amine